BrC=1C=C(C=CC1)C1=CC=C(C=C1)[2H] 3-bromo-1,1'-biphenyl-4'-d